7-Chloro-5-methyl-1H-pyrrolo[2,3-C]pyridine ClC=1N=C(C=C2C1NC=C2)C